2-[(4-methoxyphenyl)methyl]-1,2,4-triazine-3,5-dione COC1=CC=C(C=C1)CN1N=CC(NC1=O)=O